tert.-Butyl-8-{[2-(4-bromophenyl)imidazo[1,2-a]pyridin-3-yl]methyl}-3,8-diazabicyclo[3.2.1]octane-3-carboxylate C(C)(C)(C)OC(=O)N1CC2CCC(C1)N2CC2=C(N=C1N2C=CC=C1)C1=CC=C(C=C1)Br